5-(1-aminoisoquinolin-5-yl)-1'-(isobutoxycarbonyl)-2,3-dihydrospiro[indene-1,4'-piperidine] NC1=NC=CC2=C(C=CC=C12)C=1C=C2CCC3(CCN(CC3)C(=O)OCC(C)C)C2=CC1